[O-]N1CCOCC1 4-oxidomorpholin